3,5'-dichloro-4-((3,5-difluoropyridin-2-yl)methoxy)-2'-(3-(2-hydroxypropan-2-yl)-1H-pyrazol-1-yl)-6-methyl-2H-[1,4'-bipyridin]-2-one ClC=1C(N(C(=CC1OCC1=NC=C(C=C1F)F)C)C1=CC(=NC=C1Cl)N1N=C(C=C1)C(C)(C)O)=O